C(C)(C)(C)OC(=O)N1CCN(CC1)C(CN1C=NC(=C1C1=CC(=NC=C1)NC(C1=CC=CC=C1)=O)C1=CC=C(C=C1)Cl)=O.O(C1=CC=CC=C1)C1=NC=CC=N1 phenoxyl-pyrimidine tert-butyl-4-{2-[5-(2-benzamidopyridin-4-yl)-4-(4-chlorophenyl)-1H-imidazol-1-yl]acetyl}piperazine-1-carboxylate